(R)-4-(7-fluoroimidazo[1,2-a]pyridin-3-yl)-7-((6-(morpholino-methyl)-5-(tetrahydrofuran-3-yl)pyridin-2-yl)amino)isoindolin-1-one FC1=CC=2N(C=C1)C(=CN2)C2=C1CNC(C1=C(C=C2)NC2=NC(=C(C=C2)[C@@H]2COCC2)CN2CCOCC2)=O